NC([C@](CCCC)(C)NC(OC(C)(C)C)=O)=O Tert-butyl (R)-(1-amino-2-methyl-1-oxohexan-2-yl)carbamate